ClC1=CC(=C(C=C1OCC(C1=CC=CC=C1)=O)N1C(C2CC=CCC2C1=O)=O)F 2-(4-chloro-2-fluoro-5-(2-oxo-2-phenylethoxy)phenyl)-3a,4,7,7a-tetrahydro-1H-isoindole-1,3(2H)-dione